C(C)(C)(C)OC(=O)N1CCN(CC1)C=1C=C(C(=O)O)C=CC1 3-{4-[(tert-butoxy)carbonyl]Piperazine-1-yl}benzoic acid